C(C)OC(CS(=O)(=O)Cl)=O 2-(chlorosulfonyl)acetic acid ethyl ester